bis(2-ethylhexyl)decanedioate C(C)C(COC(CCCCCCCCC(=O)OCC(CCCC)CC)=O)CCCC